C(C)(=O)OCC1=C(C=CC(=C1)OC1=NC=CC2=C1C=CO2)C=2N(C(NC(C2C)=O)=O)C 2-(3,5-dimethyl-2,6-dioxo-1,2,3,6-tetrahydropyrimidin-4-yl)-5-(furo[3,2-c]pyridin-4-yloxy)benzyl acetate